N-(4-methylpyrimidine-2-Yl)benzamide CC1=NC(=NC=C1)NC(C1=CC=CC=C1)=O